N-(2,4-difluorophenyl)-2-methoxy-5-(4-(piperazin-1-yl)quinazolin-6-yl)pyridine-3-sulfonamide trifluoroacetate FC(C(=O)O)(F)F.FC1=C(C=CC(=C1)F)NS(=O)(=O)C=1C(=NC=C(C1)C=1C=C2C(=NC=NC2=CC1)N1CCNCC1)OC